CN(C)[Sn](CC(I)C)(N(C)C)N(C)C tris(dimethylamino)(methyl-(iodo)ethyl)stannane